(3-{[3-(1-isopropyl-1,2,3-triazol-4-yl)-8-(methylamino)imidazo[1,2-b]pyridazin-6-yl]amino}phenyl)pyridine-3-carbaldehyde C(C)(C)N1N=NC(=C1)C1=CN=C2N1N=C(C=C2NC)NC=2C=C(C=CC2)C2=NC=CC=C2C=O